(2S,5R)-1-benzyl-2-ethyl-5-methylpiperazine C(C1=CC=CC=C1)N1[C@H](CN[C@@H](C1)C)CC